(2,6-Dichloropyridin-4-yl)methyl (S)-2-amino-3-(6-((2,2,2-trifluoroethyl)amino)pyridin-3-yl)propanoate dihydrochloride Cl.Cl.N[C@H](C(=O)OCC1=CC(=NC(=C1)Cl)Cl)CC=1C=NC(=CC1)NCC(F)(F)F